(R)-2-(4-((6-((5-fluoro-4-(4-fluoro-1-isopropyl-2-methyl-1H-benzo[d]imidazol-6-yl)pyrimidin-2-yl)amino)pyridin-3-yl)methyl)-2-methylmorpholin-2-yl)-N,N-dimethylacetamide FC=1C(=NC(=NC1)NC1=CC=C(C=N1)CN1C[C@@](OCC1)(C)CC(=O)N(C)C)C=1C=C(C2=C(N(C(=N2)C)C(C)C)C1)F